1-[4-(n-dodecyl)phenyl]-1-(4'-dimethylsilylphenyl)ethylene C(CCCCCCCCCCC)C1=CC=C(C=C1)C(=C)C1=CC=C(C=C1)[SiH](C)C